8-(5-chloro-2-fluorophenyl)-N-(4-morpholinylphenyl)quinazolin-2-amine ClC=1C=CC(=C(C1)C=1C=CC=C2C=NC(=NC12)NC1=CC=C(C=C1)N1CCOCC1)F